iso-pentyl nonanoate C(CCCCCCCC)(=O)OCCC(C)C